6-chloro-3-fluorochromanone ClC=1C=C2CC(C(OC2=CC1)=O)F